OC=1C=C(C#N)C=CC1C1=NN=C(C=2C3CCC(C12)CC3)N[C@H]3CN(CCC3)C (R)-3-hydroxy-4-(4-((1-methylpiperidin-3-yl)amino)-5,6,7,8-tetrahydro-5,8-ethanophthalazin-1-yl)benzonitrile